COS(=O)(=O)[O-].C[N+](C1=CC=C(C=C1)CC=1OC2(CCC1C2(C)C)C)(C)C N,N,N-trimethyl-4-(2-oxabornen-3-ylmethyl)anilinium methyl-sulfate